C(C)OC(=O)C1=NN(C(=C1)C)C=1NC(C(=C(N1)C)CC)=O Ethyl-1-(5-ethyl-4-methyl-6-oxo-1,6-dihydropyrimidin-2-yl)-5-methyl-1H-pyrazole-3-carboxylate